3-(4-(4-((6-chloro-2-methyl-4-((methylamino)methyl)-2H-indazol-5-yl)amino)-2,6-dioxo-3-(2,4,5-trifluorobenzyl)-3,6-dihydro-1,3,5-triazin-1(2H)-yl)isoquinolin-5-yl)benzoic acid ClC=1C(=C(C2=CN(N=C2C1)C)CNC)NC=1N(C(N(C(N1)=O)C1=CN=CC2=CC=CC(=C12)C=1C=C(C(=O)O)C=CC1)=O)CC1=C(C=C(C(=C1)F)F)F